C(CC)NNC(=O)NN propyl-carbazide